2-(4-chloro-benzyl)-3-(4-chloro-phenyl)-4-[4-(2-hydroxy-ethyl)-piperazine-1-carbonyl]-3,4-dihydro-2H-isoquinolin-1-one ClC1=CC=C(CN2C(C3=CC=CC=C3C(C2C2=CC=C(C=C2)Cl)C(=O)N2CCN(CC2)CCO)=O)C=C1